perfluoropropanesulfonic acid FC(C(C(F)(F)F)(F)F)(S(=O)(=O)O)F